6-((4-((1,4-dimethyl-Piperidin-4-yl)oxy)-3-methylphenyl)amino)-1-(6-(2-hydroxyprop-2-yl)pyridin-2-yl)-2-isopropyl-1,2-dihydro-3H-pyrazolo[3,4-d]pyrimidin-3-one CN1CCC(CC1)(C)OC1=C(C=C(C=C1)NC1=NC=C2C(=N1)N(N(C2=O)C(C)C)C2=NC(=CC=C2)C(C)(C)O)C